3-[1-oxo-6-[4-(4-piperidylmethyl)piperazin-1-yl]isoindolin-2-yl]piperidine-2,6-dione O=C1N(CC2=CC=C(C=C12)N1CCN(CC1)CC1CCNCC1)C1C(NC(CC1)=O)=O